NC=1C2=C(N=CN1)N(C(=C2C2=CC=C(C=C2)OC2=CC=CC=C2)C#CC2CCN(CC2)C(C=C)=O)C(C)C2=NOC(=N2)COC 1-{4-[2-(4-amino-7-{1-[5-(methoxymethyl)-1,2,4-oxadiazol-3-yl]ethyl}-5-(4-phenoxyphenyl)-7H-pyrrolo[2,3-d]pyrimidin-6-yl)ethynyl]piperidin-1-yl}prop-2-en-1-one